NC1=NC=NC=2N(C3=CC=CC(=C3C21)C(=O)OC)CC(=O)O 2-(4-amino-5-(methoxycarbonyl)-9H-pyrimido[4,5-b]indol-9-yl)acetic acid